CS(=O)(=O)N1CCN(CC1)C=1C(N(C=C(N1)CCC=O)C1=CC=C(C#N)C=C1)=O 4-(3-(4-(methylsulfonyl)piperazin-1-yl)-2-oxo-5-(3-oxopropyl)pyrazin-1(2H)-yl)benzonitrile